1,2-dimethylpyridinium C[N+]1=C(C=CC=C1)C